FC(OC1=C(C=C(C=C1F)NS(=O)(=O)C1=CNC(=C1)C=1SC=CN1)F)F N-(4-(difluoromethoxy)-3,5-difluorophenyl)-5-(thiazol-2-yl)-1H-pyrrol-3-sulfonamide